FC1(CCC=2C=C3N(C2C1=O)C=CNC3=O)F 7,7-difluoro-8,9-dihydropyrazino[1,2-a]indol-1,6(2H,7H)-dione